methyl (2S)-4-[4-[[4-[[2-(6-methyl-2-pyridyl)pyrimidin-4-yl]amino]pyrimidin-2-yl]amino]phenyl]piperazine-2-carboxylate CC1=CC=CC(=N1)C1=NC=CC(=N1)NC1=NC(=NC=C1)NC1=CC=C(C=C1)N1C[C@H](NCC1)C(=O)OC